ClC1=NC=CC(=N1)N1C(N(CC1)C)=O 1-(2-chloropyrimidin-4-yl)-3-methyl-imidazolidin-2-one